ClC=1C=C(C=CC1F)NC1=C2C=C(NC2=CC(=C1)C(F)(F)F)C(=O)OCC Ethyl 4-((3-chloro-4-fluorophenyl) amino)-6-trifluoromethyl-1H-indole-2-carboxylate